CC1=C2N(C(C(=C1)NC1=CC(=NC=N1)NC(=O)C1CC1)=O)C1(NC2=O)CC2(C1)CCC2 N-(6-((8''-methyl-1'',5''-dioxo-1'',5''-dihydro-2''H-dispiro[cyclobutane-1,1'-cyclobutane-3',3''-imidazo[1,5-a]pyridine]-6''-yl)amino)pyrimidin-4-yl)cyclopropanecarboxamide